NC1=C2C(=NC=N1)N(N=C2C2=CC=C(C=C2)OC2=CC=CC=C2)CC2N(CCCC2)C(=O)N2N=CN=C2 (2-((4-amino-3-(4-phenoxyphenyl)-1H-pyrazolo[3,4-d]pyrimidin-1-yl)methyl)piperidin-1-yl)(1H-1,2,4-triazol-1-yl)methanone